6-(4-((4-(1H-pyrazol-4-yl)phenyl)amino)pyrimidin-2-yl)-N-methyl-1H-indole-2-carboxamide N1N=CC(=C1)C1=CC=C(C=C1)NC1=NC(=NC=C1)C1=CC=C2C=C(NC2=C1)C(=O)NC